N-(3-Chloro-4-methyl-phenyl)-2-({3-[1-(2,6-dioxo-piperidin-3-yl)-2,5-dioxo-2,5-dihydro-1H-pyrrol-3-ylamino]-phenyl}-methyl-amino)-acetamide ClC=1C=C(C=CC1C)NC(CN(C)C1=CC(=CC=C1)NC=1C(N(C(C1)=O)C1C(NC(CC1)=O)=O)=O)=O